BrC1=C(C=CC(=C1)O)C=1C=C(C#N)C=CC1 3-(2-bromo-4-hydroxy-phenyl)benzonitrile